tert-butyl 4-(5-ethynyl-2-fluorophenyl)piperazin-1-carboxylate C(#C)C=1C=CC(=C(C1)N1CCN(CC1)C(=O)OC(C)(C)C)F